N1CCC(CCC1)N1N=NC(=C1C)C1=CC=2N(C(=C1)O[C@H](C)C1=CC=C(C=C1)F)C(=CN2)C#N 7-[1-(Azepan-4-yl)-5-methyl-triazol-4-yl]-5-[(1R)-1-(4-fluorophenyl)ethoxy]imidazo[1,2-a]pyridine-3-carbonitrile